tert-butyl (4-hydroxyphenyl)carbamate OC1=CC=C(C=C1)NC(OC(C)(C)C)=O